CN(CCNC1=CC(=C2CN(C(C2=C1)=O)C1CCC(CC1)C(=O)NC1=CC(=C(C=C1)OC)C)C)C (1s,4s)-4-(6-(2-(Dimethylamino)ethylamino)-4-methyl-1-oxoisoindolin-2-yl)-N-(4-methoxy-3-methylphenyl)cyclohexanecarboxamide